tertbutylethylenediamine C(C)(C)(C)NCCN